BrC1=CC(=CC2=C(NN=C12)N)C1=C2C(=NC=C1)NC=C2 7-bromo-5-(1H-pyrrolo[2,3-b]pyridin-4-yl)-2H-indazol-3-amine